3-(7-methoxy-1-methyl-1H-benzo[d][1,2,3]triazol-5-yl)-3-(N-Boc-1,2,3,4-tetrahydroisoquinolin-5-yl)propionic acid ethyl ester C(C)OC(CC(C1=C2CCN(CC2=CC=C1)C(=O)OC(C)(C)C)C1=CC2=C(N(N=N2)C)C(=C1)OC)=O